NC=1C(=NC(=CC1)Cl)C(=O)NC 3-amino-6-chloro-N-methylpicolinamide